C(CC(C)C)(=O)SCCNC(CCNC([C@@H](C(COP(OP(OC[C@@H]1[C@H]([C@H]([C@@H](O1)N1C=NC=2C(N)=NC=NC12)O)OP(=O)(O)O)(=O)O)(=O)O)(C)C)O)=O)=O isovaleroyl-CoA